N-({5-chloro-6-[(5-chloro-1,3-thiazol-4-yl)methoxy]-2-indolyl}methyl)1-methylcyclopropanecarboxamide ClC=1C=C2C=C(NC2=CC1OCC=1N=CSC1Cl)CNC(=O)C1(CC1)C